FC(C[C@@H](CO)NC(OC(C)(C)C)=O)(F)F tert-butyl (S)-4,4,4-trifluoro-1-hydroxybut-2-ylcarbamate